FC=1C(=C(C(=O)N)C=C(C1F)CC1=C(C(=NC=C1)NS(NC1CCOCC1)(=O)=O)F)NC1=C(C=C(C=C1)I)F 3,4-Difluoro-2-(2-fluoro-4-iodoanilino)-5-[[3-fluoro-2-(oxan-4-ylsulfamoylamino)pyridin-4-yl]methyl]benzamide